(E)-3-((2-(4-chlorophenyl)hydrazineylidene)methyl)-1H-indol-4-amine ClC1=CC=C(C=C1)N\N=C\C1=CNC=2C=CC=C(C12)N